(2S)-2-((benzyloxy)methyl)-6-methylmorpholine C(C1=CC=CC=C1)OC[C@@H]1CNCC(O1)C